(Z)-2-(2-hydroxy-3-methoxybenzylidene)benzofuran-3(2H)-one OC1=C(\C=C\2/OC3=C(C2=O)C=CC=C3)C=CC=C1OC